(R)-2-(4,4-difluoroazepan-1-yl)-4-methyl-N-(3-(S-methylsulfonimidoyl)phenyl)-5-(2-oxa-6-azaspiro[3.3]heptan-6-yl)nicotinamide FC1(CCN(CCC1)C1=C(C(=O)NC2=CC(=CC=C2)[S@@](=O)(=N)C)C(=C(C=N1)N1CC2(COC2)C1)C)F